(1-(2-(4-bromophenyl)acetyl)piperidin-4-yl)-7-(trifluoromethyl)-1H-benzo[d]imidazol-2(3H)-one BrC1=CC=C(C=C1)CC(=O)N1CCC(CC1)N1C(NC2=C1C(=CC=C2)C(F)(F)F)=O